p-toluenesulfonic acid isopropyl ester C(C)(C)OS(=O)(=O)C1=CC=C(C)C=C1